methyl (1S,3R)-1-(4-fluorophenyl)-2,3,4,9-tetrahydro-1H-pyrido[3,4-b]indole-3-carboxylate FC1=CC=C(C=C1)[C@@H]1N[C@H](CC2=C1NC1=CC=CC=C21)C(=O)OC